6-(1,1'-biphenyl-4-yl)2-(9,9-dimethylfluoren-2-yl)-4,6-bis(4'-phenyl-1,1'-biphenyl-3-yl)-1,3,5-triazine C1(=CC=C(C=C1)C1(N=C(N=C(N1)C1=CC=2C(C3=CC=CC=C3C2C=C1)(C)C)C=1C=C(C=CC1)C1=CC=C(C=C1)C1=CC=CC=C1)C=1C=C(C=CC1)C1=CC=C(C=C1)C1=CC=CC=C1)C1=CC=CC=C1